(S)-β-amino-4-(2-furyl)-butyric acid N[C@H](CC(=O)O)CC=1OC=CC1